(S)-N-(5-((R)-2-(2,5-difluorophenyl)pyrrolidin-1-yl)-pyrazolo[1,5-a]pyrimidin-3-yl)-3-hydroxypyrrolidine-1-carboxamide bisulfate S(O)(O)(=O)=O.FC1=C(C=C(C=C1)F)[C@@H]1N(CCC1)C1=NC=2N(C=C1)N=CC2NC(=O)N2C[C@H](CC2)O